OCC(C)N1CCCC2=C1C=NN(C2=O)COCC[Si](C)(C)C 1-(1-hydroxypropan-2-yl)-6-((2-(trimethylsilyl)ethoxy)methyl)-1,2,3,4-tetrahydropyrido(2,3-d)pyridazin-5(6H)-one